4-[(4-nitrobenzoyl)amino]benzoyl chloride [N+](=O)([O-])C1=CC=C(C(=O)NC2=CC=C(C(=O)Cl)C=C2)C=C1